C1(=CC=CC=C1)C(CCC(=O)OCC)C1=CC=CC=C1 ethyl 4,4-diphenylbutyrate